N-[3-chloro-4-(pyrrolidin-3-ylcarbamoyl)phenyl]-5-(2,3-difluoro-4-methoxy-phenyl)-1-methylimidazole-2-carboxamide ClC=1C=C(C=CC1C(NC1CNCC1)=O)NC(=O)C=1N(C(=CN1)C1=C(C(=C(C=C1)OC)F)F)C